C12=C(C=3OCCC3C=C2OCC1)NC(=O)OC(C(=O)OCC)CN1N=CC=C1 Ethyl 2-[({4,10-dioxatricyclo-[7.3.0.03,7]dodeca-1,3(7),8-trien-2-yl}carbamoyl)oxy]-3-(1H-pyrazol-1-yl)propanoate